N=1C=NN2C1C=C(C=C2)OC2=C(C(=C(C=C2)NC=2C1=C(N=CN2)C=CC(=N1)N1CCN(CC1)C(C(=C)F)=O)F)C 1-(4-(4-((4-([1,2,4]triazolo[1,5-a]pyridin-7-yloxy)-2-fluoro-3-methylphenyl)amino)pyrido[3,2-d]pyrimidin-6-yl)piperazin-1-yl)-2-fluoroprop-2-en-1-one